Benzyl (S)-3-cyclopropyl-2-(2-((S)-1-(2,3-difluorobenzyl)-5-thioxopyrrolidin-2-yl)ethanethioamido)propanoate C1(CC1)C[C@@H](C(=O)OCC1=CC=CC=C1)NC(C[C@H]1N(C(CC1)=S)CC1=C(C(=CC=C1)F)F)=S